CC1=C(C(=CC(=C1)C)C)S(=O)(=O)[O-].N[N+]1=C(C=CC(=C1)OC)Br 1-amino-2-bromo-5-methoxypyridin-1-ium 2,4,6-trimethylbenzenesulfonate